2-(6,7-difluoro-1H-indol-3-yl)-N-ethyl-N-methyl-2-oxoacetamide FC1=CC=C2C(=CNC2=C1F)C(C(=O)N(C)CC)=O